C1NCC2=CC(=CC=C12)C(=O)[O-] isoindoline-5-carboxylate